N-(5-(3-(3-(trifluoromethoxy)cyclopentyl)phenyl)-4-(2-(trifluoromethyl)phenyl)pyrimidin-2-yl)benzenesulfonamide FC(OC1CC(CC1)C=1C=C(C=CC1)C=1C(=NC(=NC1)NS(=O)(=O)C1=CC=CC=C1)C1=C(C=CC=C1)C(F)(F)F)(F)F